2-chloro-3-fluoro-5-((trimethylsilyl)ethynyl)pyridin-4-amine ClC1=NC=C(C(=C1F)N)C#C[Si](C)(C)C